C(#N)CC1CCC2CN(CC21)C(=O)OC(C)(C)C tert-Butyl 4-(cyanomethyl)-3,3a,4,5,6,6a-hexahydro-1H-cyclopenta[c]pyrrole-2-carboxylate